ClC=1OC(=CN1)C1=CC=C(C(=O)OC)C=C1 methyl 4-(2-chlorooxazol-5-yl)benzoate